C1N(CC[C@@H]2CCCC[C@@H]12)C(=O)C1=C(OC=2N=CN=C(C21)NC2(CC2)C)C 5-[(4as,8ar)-decahydroisoquinoline-2-carbonyl]-6-methyl-N-(1-methylcyclopropyl)furo[2,3-d]pyrimidin-4-amine